(S)-6-(2-amino-6-fluoro-5-(4-(hexahydropyrazino[2,1-c][1,4]oxazin-8(1H)-yl)phenyl)pyridin-3-yl)-3,4-dihydroisoquinolin-1(2H)-one NC1=NC(=C(C=C1C=1C=C2CCNC(C2=CC1)=O)C1=CC=C(C=C1)N1C[C@H]2COCCN2CC1)F